Methyl 5-hydroxy-2-methoxy-benzoate OC=1C=CC(=C(C(=O)OC)C1)OC